3-((11-(4-(trifluoromethyl)phenyl)undec-10-yn-1-yl)oxy)propyl hydrogen ((((R)-1-(6-amino-9H-purin-9-yl)propan-2-yl)oxy)methyl)phosphonate NC1=C2N=CN(C2=NC=N1)C[C@@H](C)OCP(OCCCOCCCCCCCCCC#CC1=CC=C(C=C1)C(F)(F)F)(O)=O